FC1(C(C1)COC=1C=C(C=C(C1)C(F)(F)F)N1C(N(C=C1C)CC=1C=NN(C1)CC)=O)F 3-{3-[(2,2-difluorocyclopropyl)methoxy]-5-(trifluoromethyl)phenyl}-1-[(1-ethyl-1H-pyrazol-4-yl)methyl]-4-methyl-1,3-dihydro-2H-imidazol-2-one